C(CC1=CC=CC=C1)N1CCN(CC1)CC(=O)N1CCNCC1 2-(4-phenethylpiperazin-1-yl)-1-(piperazin-1-yl)ethan-1-one